CO[C@@H]1CCN2CC(C[C@]12CO)=C |o1:9| ((1R,7aS*)-1-methoxy-6-methylenetetrahydro-1H-pyrrolizin-7a(5H)-yl)methanol